[N+](=O)([O-])C1=CC(=NC=C1)N1C=C(C(C2=CC(=C(C(=C12)Cl)N1CC(CC1)O)F)=O)C(=O)O 1-(4-nitro-2-pyridinyl)-8-chloro-6-fluoro-1,4-dihydro-7-(3-hydroxypyrrolidinyl)-4-oxo-3-quinolinecarboxylic acid